3-(2-chloro-3-(1,3-benzodioxan-5-yl)anilino)benzisothiazol ClC1=C(NC2=NSC3=C2C=CC=C3)C=CC=C1C1=CC=CC=3OCOCC31